CN1C(C(=C(C2=CC=CC=C12)N1CC[C@@H](CCC1)C1=CC=C(C=C1)C(C)C)C#N)=O 1-methyl-2-oxo-4-{(4R)-4-[4-(prop-2-yl)phenyl]azepan-1-yl}-1,2-dihydroquinoline-3-carbonitrile